C(C)OC(=O)C=1OC2=C(C1C)C=C(C=C2)S(NCCC=C)(=O)=O 5-(N-(but-3-en-1-yl)sulfamoyl)-3-methylbenzofuran-2-carboxylic acid ethyl ester